9-(2-ethylhexyl)-3-(2-isopropylpyrazolo[1,5-a]pyrimidin-7-yl)-9H-carbazole C(C)C(CN1C2=CC=CC=C2C=2C=C(C=CC12)C1=CC=NC=2N1N=C(C2)C(C)C)CCCC